C(CCCCCCC\C=C/CCCCCCCC)OC(C(=O)OCCOCCOCCOCCN)COCCCCCCCC\C=C/CCCCCCCC 2-[2-[2-(2-aminoethoxy)ethoxy]ethoxy]ethyl 2,3-bis[(Z)-octadec-9-enoxy]propanoate